3-{[2-chloro-3-(trifluoromethyl)phenyl]methyl}-4-[(4,4-difluorocyclohexyl)methyl]-4,5-dihydro-1,2,4-oxadiazol-5-one ClC1=C(C=CC=C1C(F)(F)F)CC1=NOC(N1CC1CCC(CC1)(F)F)=O